CO[Si]1(N(CCC1)CCCC)OC 2,2-dimethoxy-N-n-butyl-1-aza-2-silacyclopentane